COC(=O)C1CCC=2C(OC1)=CSC2 Thieno[3,4-b]Oxepane-3-carboxylic acid methyl ester